BrCCCCC(CCC)Br 1,5-dibromooctane